FC1=C(C=CC=C1)C1=CC(=CN=N1)C1=CC=C(C=C1)N1CCN(CC1)CC(=O)OC(C)(C)C tert-butyl 2-(4-(4-(6-(2-fluorophenyl)pyridazin-4-yl)phenyl)piperazin-1-yl)acetate